C(C=C)(=O)OCCOC(C=1C(C(=O)[O-])=CC(C(=O)[O-])=CC1)=O acryloxyethyltrimellitate